1,2-bis((5-chlorobenzo[c][1,2]oxaborol-1(3H)-yl)oxy)ethane ClC1=CC2=C(B(OC2)OCCOB2OCC3=C2C=CC(=C3)Cl)C=C1